IC1C(N(C=2N(CC1)N=C1C2CSC1)C)=O 3-iodo-1-methyl-1,4,5,10-tetrahydro-8H-thieno[3',4':3,4]pyrazolo[1,5-a][1,3]diazepin-2(3H)-one